methyl 4-amino-1-(oxan-4-yl)-6-oxo-1,6-dihydropyridine-3-carboxylate NC=1C(=CN(C(C1)=O)C1CCOCC1)C(=O)OC